ClC1=C(C(=C(C=N1)C(C)=O)C)C 1-(6-chloro-4,5-dimethylpyridin-3-yl)ethanone